{2-[9-(5-fluoro-pyridin-2-yl)-6-oxa-spiro[4.5]dec-9-yl]-ethyl}-(3,4-dimethyl-benzyl)-amine FC=1C=CC(=NC1)C1(CCOC2(CCCC2)C1)CCNCC1=CC(=C(C=C1)C)C